(trifluoromethyl)-1,4,5,6-tetrahydro-7H-indazol-7-one FC(F)(F)N1N=CC=2CCCC(C12)=O